C[C@H]1CN(C[C@H](O1)C)C(=O)C=1C2=C(N(N1)CC(=O)N1C3(CC3)CN(CC1)C1=C(C(=CC=C1)C)C)CCC2 2-(3-((2S,6R)-2,6-dimethylmorpholine-4-carbonyl)-5,6-dihydrocyclopenta[c]pyrazol-1(4H)-yl)-1-(7-(2,3-dimethylphenyl)-4,7-diazaspiro[2.5]octan-4-yl)ethanone